1-(4-(1-(4-bromophenyl)cyclopropyl)piperazin-1-yl)-2,2,2-trifluoroethan-1-one BrC1=CC=C(C=C1)C1(CC1)N1CCN(CC1)C(C(F)(F)F)=O